COC1=CC=C(CN2C(C(=NC=C2)N[C@@H]2C[C@H](CC2)NC2=CC=C(C=N2)N2C(C=CC=C2)=O)=O)C=C1 6'-(((1S,3S)-3-((4-(4-Methoxybenzyl)-3-oxo-3,4-dihydropyrazin-2-yl)amino)cyclopentyl)amino)-2H-[1,3-bipyridin]-2-one